tert-Butyl 6-chloro-3-[[(1R)-1-[3,6-dimethyl-4-oxo-2-[3-(trifluoromethyl)-1-bicyclo[1.1.1]pentanyl]chromen-8-yl]ethyl]amino]pyridine-2-carboxylate ClC1=CC=C(C(=N1)C(=O)OC(C)(C)C)N[C@H](C)C=1C=C(C=C2C(C(=C(OC12)C12CC(C1)(C2)C(F)(F)F)C)=O)C